C(C)(C)(C)OC(=O)N1CCC(CC1)NC1=NC(=NC2=C(C=CC=C12)C)Cl 4-((2-chloro-8-methylquinazolin-4-yl)amino)piperidine-1-carboxylic acid tert-butyl ester